FC1(CC(C1)CC(=O)N[C@@H](C(=C)C)C1=CC=2N(N=C1)C=C(N2)[C@@H](NC(=O)C2=CC=NN2C(C)C)C2CCC(CC2)(F)F)F |o1:9| N-((S)-(7-((S*)-1-(2-(3,3-difluorocyclobutyl)acetamido)-2-methylallyl)imidazo[1,2-b]pyridazin-2-yl)(4,4-difluorocyclohexyl)methyl)-1-isopropyl-1H-pyrazole-5-carboxamide